(5-fluorothiophen-2-yl)methylamine FC1=CC=C(S1)CN